C(C)(C)(C)OC(=O)N1C(=CC=C1)C1=CC=2C3=C(N=C(NC2N=C1)C1=C(C=CC=C1F)F)C=NN3C3OCCCC3 (5-(2,6-difluorophenyl)-1-(tetrahydro-2H-pyran-2-yl)-1,6-dihydropyrazolo[4,3-d]pyrido[3,2-f][1,3]diazepin-9-yl)-1H-pyrrole-1-carboxylic acid tert-butyl ester